CN([C@@H](CCCCN)C(=O)O)C Di-Methyl-Lysine